(S)-3-[4-(1,1-dioxo-1λ6-[1,4]thiazepan-4-ylmethyl)-phenyl]-2,3-dihydro-[1,4]dioxino[2,3-b]pyridine O=S1(CCN(CCC1)CC1=CC=C(C=C1)[C@H]1COC=2C(=NC=CC2)O1)=O